BrC1=NC=C(C(=O)NCCC(C2=CC=CC=C2)C2=CC=CC=C2)C=C1 6-bromo-N-(3,3-diphenylpropyl)nicotinamide